OC1=CC2=C(OCC(N2)=O)C=C1 6-hydroxy-2H-benzo[b][1,4]oxazin-3(4H)-one